C(C)(=O)OC(CCCCCCC=O)C 8-(acetyloxy)nonanal